octanoic acid dec-2-yl ester CC(CCCCCCCC)OC(CCCCCCC)=O